7-methyl-octahydro-1,4-methylenenaphthalen-6(2H)-one CC1C(CC2C3CCC(C2C1)C3)=O